Hydroxy-2-(pyridin-3-yl)propionic acid OC(C(=O)O)(C)C=1C=NC=CC1